fluorine trichloroethylene ClC=C(Cl)Cl.[F]